BrC=1C=C(N)C=C(C1OC(F)F)Br 3,5-dibromo-4-(difluoromethoxy)aniline